NC1=NC2=CC=C(C=C2C=C1I)C(=O)N([C@H](C)C1=NC=CC=N1)CC=1N=NC(=CC1)Br 2-amino-N-((6-bromo-3-pyridazinyl)methyl)-3-iodo-N-((1R)-1-(2-pyrimidinyl)ethyl)-6-quinolinecarboxamide